N-(2-cyclopropyl-4-iodo-5-methylphenyl)-N-{6-methyl-7-oxo-5H-pyrrolo[3,4-b]pyridin-2-yl}-3-{8-oxabicyclo[3.2.1]octan-3-yl}prop-2-ynamide C1(CC1)C1=C(C=C(C(=C1)I)C)N(C(C#CC1CC2CCC(C1)O2)=O)C2=CC=C1C(=N2)C(N(C1)C)=O